CN(C)CC=1C=C(C=CC1)B(O)O 3-((DIMETHYLAMINO)METHYL)PHENYLBORONIC ACID